2,2'-hexane-1,6-diylbisoxirane C(CCCCCC1OC1)C1OC1